(3R)-3-(4-chlorophenyl)-2-[(5-chloropyrimidin-2-yl)methyl]-4-fluoro-6-[(1R)-1-hydroxy-1-(1-methylpiperidin-4-yl)propyl]-3-[(3S)-oxolan-3-yloxy]-2,3-dihydro-1H-isoindol-1-one ClC1=CC=C(C=C1)[C@@]1(N(C(C2=CC(=CC(=C12)F)[C@@](CC)(C1CCN(CC1)C)O)=O)CC1=NC=C(C=N1)Cl)O[C@@H]1COCC1